3-((4-methylpiperazin-1-yl)sulfonyl)-1H-indole CN1CCN(CC1)S(=O)(=O)C1=CNC2=CC=CC=C12